[({[(2R,3S,4R,5S)-5-{2-chloro-4-[(2R)-2-phenylpyrrolidin-1-yl]imidazo[2,1-f][1,2,4]triazin-7-yl}-3,4-dihydroxyoxolan-2-yl]methoxy}(hydroxy)phosphoryl)methyl]phosphonic Acid ClC1=NN2C(C(=N1)N1[C@H](CCC1)C1=CC=CC=C1)=NC=C2[C@H]2[C@@H]([C@@H]([C@H](O2)COP(=O)(O)CP(O)(O)=O)O)O